2-(3-oxo-3,4-dihydro-2H-benzo[b][1,4]oxazin-6-yl)acetic acid methyl ester COC(CC1=CC2=C(OCC(N2)=O)C=C1)=O